2-((dodecylamino)methyl)phenol C(CCCCCCCCCCC)NCC1=C(C=CC=C1)O